7-(bromomethyl)-4-((4,6-dimethylpyridin-2-yl)methyl)-9-(1-methyl-3-(trifluoromethyl)-1H-pyrazol-4-yl)-3,4-dihydrobenzo[f][1,4]oxazepin-5(2H)-one BrCC=1C=C(C2=C(C(N(CCO2)CC2=NC(=CC(=C2)C)C)=O)C1)C=1C(=NN(C1)C)C(F)(F)F